N-(6-((5-bromo-2-((5-ethyl-2-isopropoxy-4-(1-methylpiperidin-4-yl)phenyl)amino)pyrimidin-4-yl)amino)quinoxalin-5-yl)-N-methylmethanesulfonamide BrC=1C(=NC(=NC1)NC1=C(C=C(C(=C1)CC)C1CCN(CC1)C)OC(C)C)NC=1C(=C2N=CC=NC2=CC1)N(S(=O)(=O)C)C